3-(3-Oxo-3-phenyl-1-propenyl)-benzoic acid O=C(C=CC=1C=C(C(=O)O)C=CC1)C1=CC=CC=C1